C(C)(C)(C)OC(=O)N[C@H](C(=O)O)COC (2S)-2-(tert-butoxycarbonylamino)-3-methoxy-propionic acid